methyl (2S,4R)-1-(2-aminoacetyl)-4-hydroxy-pyrrolidine-2-carboxylate NCC(=O)N1[C@@H](C[C@H](C1)O)C(=O)OC